COC(=O)C1=CSC(=C1C(=O)N[C@H](CS(=O)(=O)C)C1=CC(=C(C=C1)OC)OCC)NC(C)=O (S)-methyl-5-acetamido-4-[[1-(3-ethoxy-4-methoxyphenyl)-2-(methylsulfonyl)ethyl]aminocarbonyl]thiophene-3-carboxylate